1-(6-butyl-3-(4-methoxyphenyl)pyrazin-2-yl)-4-fluoro-piperidine-4-carboxylic acid C(CCC)C1=CN=C(C(=N1)N1CCC(CC1)(C(=O)O)F)C1=CC=C(C=C1)OC